CC1=CC=C(C=C1)C1=CC=CC2=C(C3=CC=CC=C3C(=C12)C1=CC2=CC=CC=C2C=C1)C1=CC2=CC=CC=C2C=C1 (4-methylphenyl)-9,10-di-(2-naphthyl)anthracene